[2-Chloro-5-(1-methylpyrazol-4-yl)phenyl]methoxyl-5-propyl-4H-[1,2,4]triazolo[1,5-a]pyrimidin-7-one ClC1=C(C=C(C=C1)C=1C=NN(C1)C)COC1=NN2C(NC(=CC2=O)CCC)=N1